C(C)(C)(C)OC(=O)N[C@H](C(=O)O)CNC(=O)OC(C)(C)C (2S)-2,3-bis(tert-butoxycarbonylamino)propanoic acid